NC=1C=C(C=CC1)[C@@H](C(=O)O)N1CC2=CC=CC=C2C1 (S)-2-(3-aminophenyl)-2-(isoindolin-2-yl)acetic acid